3-(5-(8-(2-hydroxyethoxy)-4-(pyrrolidin-1-ylmethyl)-1,5-naphthyridin-2-yl)-1-oxoisoindolin-2-yl)piperidine-2,6-dione formate C(=O)O.OCCOC=1C=CN=C2C(=CC(=NC12)C=1C=C2CN(C(C2=CC1)=O)C1C(NC(CC1)=O)=O)CN1CCCC1